FC=1C(=NC(=NC1)NC=1C=CC(=NC1)C(=O)OCC)C1=CNC2=C(C=CC=C12)NC([C@@H](COC)N1CCN(CC1)C)=O ethyl (R)-5-((5-fluoro-4-(7-(3-methoxy-2-(4-methylpiperazin-1-yl)propanamido)-1H-indol-3-yl)pyrimidin-2-yl)amino)picolinate